4-[2-(2-amino-4,7-dihydro-4-oxo-3H-pyrrolo[2,3-d]pyrimidin-5-yl)ethyl]benzoic acid NC=1NC(C2=C(N1)NC=C2CCC2=CC=C(C(=O)O)C=C2)=O